bisdimethyldithiocarbamoyl-zinc ethylenebisdithiocarbamate C(CNC(S)=S)NC(S)=S.CN(C(=S)[Zn]C(N)=S)C.CN(C(=S)[Zn]C(N)=S)C